(±)-N-(6-chloro-4-fluoropyridin-3-yl)-1-fluoro-6,7,8,9-tetrahydro-5H-5,8-epiminocyclohepta[c]pyridine-10-carboxamide ClC1=CC(=C(C=N1)NC(=O)N1C2CCC1CC=1C(=NC=CC12)F)F